4-allyl-6-hydroxypyrocatechol dibenzoate C(C1=CC=CC=C1)(=O)OC=1C(OC(C2=CC=CC=C2)=O)=CC(=CC1O)CC=C